BrC1=CC=C(CNC=2C=CC(=C(C2)CC(=O)N)F)C=C1 (5-((4-bromobenzyl)amino)-2-fluorophenyl)acetamide